tert-butyl N-[(tert-butoxy)carbonyl]-N-(3-fluoro-7-methylquinolin-2-yl)carbamate C(C)(C)(C)OC(=O)N(C(OC(C)(C)C)=O)C1=NC2=CC(=CC=C2C=C1F)C